BrC1=C(C=C2C=NN(C2=C1CC#N)C1OCCCC1)OC 2-(6-bromo-5-methoxy-1-(tetrahydro-2H-pyran-2-yl)-1H-indazol-7-yl)acetonitrile